4-nitrophenyl 3-(acetylthio)propanoate C(C)(=O)SCCC(=O)OC1=CC=C(C=C1)[N+](=O)[O-]